(e)-1,8-diazabicyclo[5.4.0]undec-7-ene N12CCCCCC2=NCCC1